(R)-1-(3,4-dimethoxyphenyl)-propan-2-ol COC=1C=C(C=CC1OC)C[C@@H](C)O